zinc silylium [SiH3+].[Zn+2]